N-(4-(4-(2-(6,6-difluoro-3-azabicyclo[3.1.0]hexan-3-yl)-6-methylpyrimidin-4-yl)-1H-1,2,3-triazol-1-yl)-3-(6-azaspiro[2.5]octan-6-yl)phenyl)-2-hydroxyethane-1-sulfonamide FC1(C2CN(CC12)C1=NC(=CC(=N1)C=1N=NN(C1)C1=C(C=C(C=C1)NS(=O)(=O)CCO)N1CCC2(CC2)CC1)C)F